(±)-(4aR,13bS)-11-chloro-4-methyl-1,2,3,4,4a,5,6,13b-octahydro-8H-[1,6]naphthyridino[5,6-b]quinazolin-8-one ClC1=CC=C2C(N3C(=NC2=C1)[C@H]1CCCN([C@@H]1CC3)C)=O |r|